7-(6-methylpyridin-3-yl)-5,6,7,8-tetrahydro-2,7-naphthyridine-3-carboxylic acid ethyl ester C(C)OC(=O)C=1N=CC=2CN(CCC2C1)C=1C=NC(=CC1)C